[Si](C1=CC=CC=C1)(C1=CC=CC=C1)(C(C)(C)C)OCC[C@H](CCC)NC=1C2=C(N=C(N1)NC(=O)OC)C(=NN2CC2=C(C=CC(=N2)C(=O)OC)OC)I methyl (S)-6-((7-((1-((tert-butyldiphenylsilyl)oxy)-hexan-3-yl)amino)-3-iodo-5-((methoxycarbonyl)amino)-1H-pyrazolo[4,3-d]pyrimidin-1-yl)methyl)-5-methoxypicolinate